C(C)OC=1C=C(C=CC1OC)[C@@H](CS(=O)(=O)C)N1C(C2=CC=CC(=C2C1=O)NC(CCCCCCCC)=O)=O N-{2-[(1S)-1-(3-ethoxy-4-methoxyphenyl)-2-methyl-sulfonylethyl]-1,3-dioxo-2,3-dihydro-1H-isoindol-4-yl}nonanamide